BrC1=C(N=C2C(=CC=NC2=C1)OC1=C(C=C(C=C1)NC(=O)C1=CN(C(=C(C1=O)C1=CC=C(C=C1)F)C)C(C)C)F)C N-[4-[(7-Bromo-6-methyl-1,5-naphthyridin-4-yl)oxy]-3-fluorophenyl]-5-(4-fluorophenyl)-6-methyl-4-oxo-1-propan-2-ylpyridine-3-carboxamide